N4-[2-(6-methyl-2-pyridyl)pyrimidin-4-yl]-N2-[4-(2-piperazin-1-ylethylamino)phenyl]pyrimidine-2,4-diamine CC1=CC=CC(=N1)C1=NC=CC(=N1)NC1=NC(=NC=C1)NC1=CC=C(C=C1)NCCN1CCNCC1